calcium methyl-naphthalenesulfonic acid CC1=C(C2=CC=CC=C2C=C1)S(=O)(=O)O.[Ca]